FC=1C(=NC(=NC1)C1=CN=CN1C)OC1CN(C1)C=O (3-((5-fluoro-2-(1-methyl-1H-imidazol-5-yl)pyrimidin-4-yl)oxy)azetidin-1-yl)methanone